methyl 4-(N-(3-(tert-butyl)-5-cyclopropylbenzyl)-2-(N-(4-chlorobenzyl)-(2,3,4,5,6-pentafluorophenyl)sulfonamido)acetamido)-2-hydroxybenzoate C(C)(C)(C)C=1C=C(CN(C(CN(S(=O)(=O)C2=C(C(=C(C(=C2F)F)F)F)F)CC2=CC=C(C=C2)Cl)=O)C2=CC(=C(C(=O)OC)C=C2)O)C=C(C1)C1CC1